CC1=C(C(=CC(=C1)O)C)C1(C2=CC3CC(CC1C3)C2)C2=C(C=C(C=C2C)O)C 2,2-bis(2,6-dimethyl-4-hydroxyphenyl)adamantaneN